C(#N)C=1C=NN2C1C(=CC(=C2)C=2C=NN(C2C)C2CCC(CC2)NC(C)=O)SC2=NC=CC=C2F N-((1s,4S)-4-(4-(3-cyano-4-((3-fluoropyridin-2-yl)thio)pyrazolo[1,5-a]pyridin-6-yl)-5-methyl-1H-pyrazol-1-yl)cyclohexyl)acetamide